pentoxyzinc C(CCCC)O[Zn]